FC1=CC(=CC2=C1CN([C@H](CO2)C)C(=O)C2(CCOCC2)C)C(=O)N (3S)-6-fluoro-3-methyl-4-[(4-methyloxan-4-yl)carbonyl]-3,5-dihydro-2H-1,4-benzoxazepine-8-carboxamide